1-((1-propenoylazetidin-3-yl)methyl)-6-(3-hydroxynaphthalen-1-yl)quinoxalin-2(1H)-one C(C=C)(=O)N1CC(C1)CN1C(C=NC2=CC(=CC=C12)C1=CC(=CC2=CC=CC=C12)O)=O